BrC=1C=C(C=CC1C)S(=O)(=O)Br 3-bromo-4-methylbenzenesulfonyl bromide